(3,5-difluorophenyl)-4,5-dihydro-1H-pyrazole FC=1C=C(C=C(C1)F)N1N=CCC1